O1COCOC1 1,3,5-Trioxan